C(C)N(C=1C=C2OC=3C=C(C(=CC3C3(C2=CC1)OC(C1=CC=CC=C13)=O)NC=1C=C(C=CC1)C)C)CC 6'-(diethylamino)-3'-methyl-2'-(m-tolylamino)-3H-spiro[isobenzofuran-1,9'-xanthen]-3-one